C1(CC1)C1=NC(=C(C#N)C=C1)NC1=CC(=CC=C1)F 6-cyclopropyl-2-((3-fluorophenyl)amino)nicotinonitrile